C(C)OC(=O)C1[C@@H](NC2(CC2)CC1=O)C (5S)-5-methyl-7-oxo-4-azaspiro[2.5]octane-6-carboxylic acid ethyl ester